ClC1=CC(=C(C=C1)C1=C(N(N=N1)C)CN1N=CC(=CC1=O)N1C[C@@H](CC1)OC(C)C)F 2-[[5-(4-chloro-2-fluoro-phenyl)-3-methyl-triazol-4-yl]methyl]-5-[(3R)-3-isopropoxypyrrolidin-1-yl]pyridazin-3-one